5-(2-chlorophenoxy)-3-((2,6-dichlorobenzyl)amino)-4H-benzo[e][1,2,4]thiadiazine 1,1-dioxide ClC1=C(OC2=CC=CC3=C2NC(=NS3(=O)=O)NCC3=C(C=CC=C3Cl)Cl)C=CC=C1